[C@]1([C@H](O)[C@H](O)[C@@H](CO)O1)(N1C=NC=2C(O)=NC=NC12)C(=O)[O-].[Ca+2].[C@]1([C@H](O)[C@H](O)[C@@H](CO)O1)(N1C=NC=2C(O)=NC=NC12)C(=O)[O-] Calcium inosinat